C(#N)C=1C=CC(=NC1SC)C#CCNC(OC(C)(C)C)=O tert-butyl (3-(5-cyano-6-(methylthio)pyridin-2-yl)prop-2-ynyl)carbamate